C(C1=CC=CC=C1)(=O)C1=C(C(=O)O)C=C(C(=C1)Cl)Cl 2-benzoyl-4,5-dichlorobenzoic acid